2,3,4,5-tetrafluoro-6-(methoxymethyl)-N,N-dimethylbenzenesulfonamide FC1=C(C(=C(C(=C1F)F)F)COC)S(=O)(=O)N(C)C